FC=1C(=C(C=CC1N1CCC(CC1)C)NC1=CC2=C(N(C(N2C)=O)C)C=C1)C 5-((3-fluoro-2-methyl-4-(4-methylpiperidin-1-yl)phenyl)amino)-1,3-dimethyl-1,3-dihydro-2H-benzo[d]imidazol-2-one